2,3-DIHYDRO-1H-PYRROLO[3,4-C]PYRIDIN-1-ON C1(NCC=2C=NC=CC21)=O